8'-Chloro-1'-(trans-4-ethoxy-4-methylcyclohexyl)-4'H,6'H-spiro[1,3-dioxolan-2,5'-[1,2,4]triazolo[4,3-a][1]benzazepin] ClC=1C=CC2=C(CC3(CC=4N2C(=NN4)C4CCC(CC4)(C)OCC)OCCO3)C1